BrC1=CC=C(C(=N1)CO)N1C[C@H](CC1)OC1=NC=C(C=C1)C(F)(F)F (S)-(6-bromo-3-(3-(5-(trifluoromethyl)pyridin-2-yloxy)pyrrolidin-1-yl)pyridin-2-yl)methanol